5-trifluoromethyl-7-methyl-1,2-dihydroquinolin-2-one FC(C1=C2C=CC(NC2=CC(=C1)C)=O)(F)F